1-(3-((1H-imidazol-1-yl)methyl)benzyl)-4-amino-1H-imidazo[4,5-c]quinoline N1(C=NC=C1)CC=1C=C(CN2C=NC=3C(=NC=4C=CC=CC4C32)N)C=CC1